C(C)(C)(C)OC(=O)NC1(CCC1)C(=O)OCC ethyl 1-((tert-butoxycarbonyl)amino)cyclobutane-1-carboxylate